C(#N)C1=C(C=C(C=C1)F)[C@@H]([C@H](C)C=1N(C(C(=C(N1)C(=O)NC=1C=NOC1)O)=O)C)C=1C(=NN(C1)C)F 2-((1r,2s)-1-(2-cyano-5-fluorophenyl)-1-(3-fluoro-1-methyl-1H-pyrazol-4-yl)propan-2-yl)-5-hydroxy-N-(isoxazol-4-yl)-1-methyl-6-oxo-1,6-dihydropyrimidine-4-carboxamide